COC(=O)C1=CC=C(C=C1)C1C(=CCCC1)C(=O)O 4'-(methoxycarbonyl)-1,4,5,6-tetrahydro-[1,1'-biphenyl]-2-carboxylic acid